C1(CC(C(CC1)C(C)C)O)(C)C(=O)[O-].[Na+] Natrium mentholat